2,5-Di-t-amyl-hydroquinone C(C)(C)(CC)C1=C(O)C=C(C(=C1)O)C(C)(C)CC